OC1=C(C(=CC(=C1)O)OC)C(\C=C\C1=CC=C(C=C1)O)=O (E)-1-(2,4-dihydroxy-6-methoxyphenyl)-3-(4-hydroxyphenyl)prop-2-en-1-one